6-chloro-N-[rac-1-(aminooxymethyl)-2-(2,4-dimethylphenyl)ethyl]-3-[3-(trifluoromethyl)phenoxy]pyridazine-4-carboxamide ClC1=CC(=C(N=N1)OC1=CC(=CC=C1)C(F)(F)F)C(=O)N[C@H](CC1=C(C=C(C=C1)C)C)CON |r|